1-(3-(dimethylamino)-4-tolyl)-3-((5-(2,6-dioxopiperidin-3-yl)-4,6-dioxo-5,6-dihydro-4H-thieno[2,3-c]pyrrol-2-yl)methyl)urea CN(C=1C=C(C=CC1NC(=O)NCC1=CC2=C(C(N(C2=O)C2C(NC(CC2)=O)=O)=O)S1)C)C